BrC=1C=NN(C1)[C@@H](C(=O)N)C1=CC=CC=C1 |r| (±)-(4-Bromo-1H-pyrazol-1-yl)phenylacetamide